6-(6-methoxy-5-{[3-(oxazolidin-2-yloxy)propyl]carbamoyl}pyridin-3-yl)-N-methyl-1H-indazole-3-carboxamide COC1=C(C=C(C=N1)C1=CC=C2C(=NNC2=C1)C(=O)NC)C(NCCCOC1OCCN1)=O